(acetonide) acrylate C(C=C)(=O)[O-].[CH2-]C(=O)C